isopropyl 2-[2-methoxy-6-(trifluoromethyl)pyridin-3-yl]acetate COC1=NC(=CC=C1CC(=O)OC(C)C)C(F)(F)F